ClC=1C(=NC=C(C1CC=O)Cl)C(=C)OCC 2-[3,5-dichloro-2-(1-ethoxyvinyl)-4-pyridinyl]Ethanone